CN1N=NC2=C1C=CC(=C2C)[C@@H](CC(=O)OC)C2=CC(=C(C=C2)C)CN2C[C@@H](OC1=C(C2)N=C(C=C1)O)C(C)C Methyl (S)-3-(1,4-dimethyl-1H-benzo[d][1,2,3]triazol-5-yl)-3-(3-(((S)-7-hydroxy-2-isopropyl-2,3-dihydropyrido[2,3-f][1,4]oxazepin-4(5H)-yl)methyl)-4-methylphenyl)propanoate